CC1=CC(=NC=C1)C(C)=O 1-(4-Methylpyridin-2-yl)ethan-1-on